5-(fluoromethoxy)-2,3-dihydro-1H-indene FCOC=1C=C2CCCC2=CC1